tert-Butyl 4-(6-chloro-9-(2,2,2-trifluoroethyl)-9H-pyrido[3,4-b]indol-8-yl)-1H-pyrazole-1-carboxylate ClC=1C=C2C3=C(N(C2=C(C1)C=1C=NN(C1)C(=O)OC(C)(C)C)CC(F)(F)F)C=NC=C3